(4-(3-fluoropropoxy)-2-methylphenyl)methanol FCCCOC1=CC(=C(C=C1)CO)C